CC(C)(CCC[C@@H](C)[C@H]1CC[C@H]2[C@@H]3[C@@H](C=C4C[C@H](CC[C@]4(C)[C@H]3CC[C@]12C)O)O)O cholest-5-ene-3β,7α,25-triol